N[C@H](C(=O)O)CC1=CC=C(C=C1)[N+](=O)[O-] (S)-2-amino-3-(4-nitrophenyl)propionic acid